Trin-propyl-monoethoxysilan C(CC)[Si](OCC)(CCC)CCC